(S)-6-((4-((2-hydroxy-1-phenylethyl)amino)-5-(1,3,4-oxadiazol-2-yl)pyrimidin-2-yl)amino)-1-isopropyl-2-propyl-1,2-dihydro-3H-pyrazolo[3,4-b]pyridin-3-one OC[C@H](C1=CC=CC=C1)NC1=NC(=NC=C1C=1OC=NN1)NC1=CC=C2C(=N1)N(N(C2=O)CCC)C(C)C